2-[4-(2,3-dihydro-5-benzofuranyl)-2-(1,1-dimethylethyl)-1H-imidazol-5-yl]-6-methylpyridine O1CCC2=C1C=CC(=C2)C=2N=C(NC2C2=NC(=CC=C2)C)C(C)(C)C